tert-butyl N-(3-chloro-6,7-dihydro-5H-thieno[3,2-b]pyran-6-yl)-N-methyl-carbamate ClC1=CSC2=C1OCC(C2)N(C(OC(C)(C)C)=O)C